methyl (2Z)-2-{[(benzyloxy)carbonyl]amino}-3-(isoquinolin-7-yl)prop-2-enoate C(C1=CC=CC=C1)OC(=O)N\C(\C(=O)OC)=C/C1=CC=C2C=CN=CC2=C1